N,N'-diphenyl-benzidine C1(=CC=CC=C1)NC1=CC=C(C=C1)C1=CC=C(NC2=CC=CC=C2)C=C1